C(C)C=1C(=C(N=NC1CC)SC1=CC=CC=C1)C(=O)O 5,6-diethyl-3-(phenylsulfanyl)pyridazine-4-carboxylic acid